COC=1C2=C(C=NC1NCC1=CC=C(C=C1)OC)N=CN2CC(F)(F)F 7-Methoxy-N-(4-methoxybenzyl)-1-(2,2,2-trifluoroethyl)-1H-imidazo[4,5-c]pyridin-6-amine